N2-((3-exo)-8-((2-methoxyethyl)sulfonyl)-8-azabicyclo[3.2.1]oct-3-yl)-N4-(5-methyl-1H-pyrazol-3-yl)quinazolin-2,4-diamine COCCS(=O)(=O)N1C2CC(CC1CC2)NC2=NC1=CC=CC=C1C(=N2)NC2=NNC(=C2)C